C(#N)C=1C(=NN2C1NC1=C(CC2)C=C(C=C1)N1CCNCC1)C=1C=C(C(=NC1)C(=O)NC1=NC(=CC=C1)C)C 5-(3-cyano-7-(piperazin-1-yl)-9,10-dihydro-4H-benzo[d]pyrazolo[1,5-a][1,3]diazepin-2-yl)-3-methyl-N-(6-methylpyridin-2-yl)picolinamide